N-[4-chloro-2-fluoro-5-(methoxymethoxy)phenyl]-1,1-diphenyl-methanimine ClC1=CC(=C(C=C1OCOC)N=C(C1=CC=CC=C1)C1=CC=CC=C1)F